COC(=O)C1=NC(=C(C=C1)N)NC[C@H]1OCC1 5-amino-6-{[(2S)-oxetan-2-ylmethyl]amino}pyridine-2-carboxylic acid methyl ester